2-hydroxy-4-(6-methylpyridin-3-yl)cyclohepta-2,4,6-trien-1-one OC=1C(C=CC=C(C1)C=1C=NC(=CC1)C)=O